C1(=CC(=CC=C1)C#N)C=CC1=CC=CC=C1 3-stilbenecarbonitrile